(1-((4-amino-3,4-dioxo-1-(2-oxopyrrolidin-3-yl)butan-2-yl)amino)-3-cyclohexyl-1-oxopropan-2-yl)carbamic acid 2-(3-chlorophenyl)-1-(3-fluorophenyl)-2-methylpropyl ester ClC=1C=C(C=CC1)C(C(C1=CC(=CC=C1)F)OC(NC(C(=O)NC(CC1C(NCC1)=O)C(C(=O)N)=O)CC1CCCCC1)=O)(C)C